Sodium (2S)-1-hydroxy-2-((S)-4-methyl-2-((((4-pentylbicyclo[2.2.2]octan-1-yl)methoxy) carbonyl)amino)pentanamido)-3-((S)-2-oxopyrrolidin-3-yl)propane-1-sulfonate OC([C@H](C[C@H]1C(NCC1)=O)NC([C@H](CC(C)C)NC(=O)OCC12CCC(CC1)(CC2)CCCCC)=O)S(=O)(=O)[O-].[Na+]